2-{3-[3-(2-hydroxypropan-2-yl)piperazin-1-yl]-1,2,4-triazin-6-yl}-5-[1-(2H3)methyl-1H-pyrazol-4-yl]phenol dihydrochloride Cl.Cl.OC(C)(C)C1CN(CCN1)C=1N=NC(=CN1)C1=C(C=C(C=C1)C=1C=NN(C1)C([2H])([2H])[2H])O